N-{2-chloro-6-[1-(propane-2-yl)-1,2,3,6-tetrahydropyridin-4-yl]phenyl}-4-(5-cyclopropyl-1,2,4-oxadiazol-3-yl)-4-methylpiperidine-1-carboxamide ClC1=C(C(=CC=C1)C=1CCN(CC1)C(C)C)NC(=O)N1CCC(CC1)(C)C1=NOC(=N1)C1CC1